C(C)(=O)OC(CCCC)(C)CC(C)C (1-isobutyl-1-methyl-pentyl) acetate